C(C1=CC=CC=C1)OC1=C(C(=O)N2CC3=CC=CC(=C3C2)NC(C)=O)C(=CC(=C1C)O)O N-(2-(2-(benzyloxy)-4,6-dihydroxy-3-methylbenzoyl)isoindolin-4-yl)acetamide